BrC=1C(=C(CNC(=O)C=2OC=C(N2)C2=NC(=NC=C2C)NC2=CC=NN2C)C=CC1)CO N-(3-bromo-2-(hydroxymethyl)benzyl)-4-(5-methyl-2-((1-methyl-1H-pyrazol-5-yl)amino)pyrimidin-4-yl)oxazole-2-carboxamide